C(=O)OC=1C=C2N=C(C=NC2=CC1C1=CC2=C(N=N1)N(CC2)[C@@H]2[C@@H](C(NC(C2)(C)C)(C)C)F)OC 7-{7-[(3S,4S)-3-fluoro-2,2,6,6-tetramethylpiperidin-4-yl]-6,7-dihydro-5H-pyrrolo[2,3-c]pyridazin-3-yl}-3-methoxyquinoxalin-6-ol formate